The molecule is the hydroxamate of phosphoglycolic acid. It has a role as an EC 5.3.1.1 (triose-phosphate isomerase) inhibitor. It is an amidoalkyl phosphate and a hydroxamic acid. It derives from a glycolic acid. C(C(=O)NO)OP(=O)(O)O